5-(4-(2-(2-Methoxypyridin-4-yl)ethynyl)phenoxy)-1H-1,2,3-triazole-4-carboxylic acid COC1=NC=CC(=C1)C#CC1=CC=C(OC2=C(N=NN2)C(=O)O)C=C1